6-hydroxy-2-(tetrahydropyran-4-yl)-3,4-dihydroisoquinolin-1-one OC=1C=C2CCN(C(C2=CC1)=O)C1CCOCC1